FCCCCCC(=O)[O-] 6-fluoro-hexanoate